3-[(3S)-3-phenyl-1,2-oxazolidine-2-carbonyl]-2,1-benzoxazole C1(=CC=CC=C1)[C@H]1N(OCC1)C(=O)C=1ON=C2C1C=CC=C2